(S)-1'-(5-((2-chloro-5-(trifluoromethyl)pyridin-4-yl)thio)pyrazin-2-yl)-5,7-dihydrospiro[cyclopenta[b]pyridine-6,4'-piperidin]-5-amine ClC1=NC=C(C(=C1)SC=1N=CC(=NC1)N1CCC2(CC1)[C@@H](C=1C(=NC=CC1)C2)N)C(F)(F)F